6-methoxy-2-(4-methyl-1,4-diazepan-1-yl)-7-(3-(methylamino)propoxy)-N-(1-methylpiperidin-4-yl)quinazolin-4-amine COC=1C=C2C(=NC(=NC2=CC1OCCCNC)N1CCN(CCC1)C)NC1CCN(CC1)C